N1-(1-hydroxy-2-methylpropan-2-yl)-N2-(2-hydroxypropyl)-N1,N1,N2,N2,2-pentamethylpropane-1,2-diaminium dihydroxide [OH-].[OH-].OCC(C)(C)[N+](CC(C)([N+](C)(C)CC(C)O)C)(C)C